5-(4-(difluoromethyl)-6-(((1S)-1-(trifluoromethyl)propyl)amino)-3-pyridinyl)-N-((1S,2S)-2-Hydroxycyclopentyl)-4-((2S)-2-methylpyrrolidine-1-carbonyl)thiazole-2-carboxamide FC(C1=C(C=NC(=C1)N[C@@H](CC)C(F)(F)F)C1=C(N=C(S1)C(=O)N[C@@H]1[C@H](CCC1)O)C(=O)N1[C@H](CCC1)C)F